C(CCC)[C@@H]1NC(C2=CC=C(C=C2C1)OC)C1=CC=C(C(=O)NC2CCC2)C=C1 4-((3S)-3-butyl-6-methoxy-1,2,3,4-tetrahydroisoquinolin-1-yl)-N-cyclobutylbenzamide